zinc 1,5-naphthalenedicarboxylate C1(=CC=CC=2C(=CC=CC12)C(=O)[O-])C(=O)[O-].[Zn+2]